C(C)(C)(C)OC(=O)N1[C@H]([C@]2(COC(C(N2)=O)F)CCC1)CO[C@@H]1CC[C@@H](CC1)C1=CC=CC=C1 |o1:8,9| rel-(6S,7R)-tert-butyl-3-fluoro-2-oxo-7-({[(CIS)-4-phenylcyclohexyl]oxy}methyl)-4-oxa-1,8-diazaspiro[5.5]undecane-8-carboxylate